IC1=NNC2=NC=CC=C21 3-iodo-1H-pyrazolo[3,4-B]pyridine